OC1CN(C1)C=O (3-hydroxyazetidin-1-yl)-methanone